(2S,3R,4R,5S,6S)-5-fluoro-2-methyl-6-((4-methyl-2-oxo-2H-chromen-7-yl)oxy)tetrahydro-2H-pyran-3,4-diyl diacetate C(C)(=O)O[C@@H]1[C@@H](O[C@H]([C@H]([C@@H]1OC(C)=O)F)OC1=CC=C2C(=CC(OC2=C1)=O)C)C